1-cyclopentyl-3-(2-((4-(4-methylpiperazin-1-yl)phenyl)amino)-5-((triisopropylsilyl)ethynyl)pyrido[2,3-d]pyrimidin-7-yl)urea C1(CCCC1)NC(=O)NC=1C=C(C2=C(N=C(N=C2)NC2=CC=C(C=C2)N2CCN(CC2)C)N1)C#C[Si](C(C)C)(C(C)C)C(C)C